7-fluoro-5-(4-(5-methylbenzo[d]oxazol-2-yl)piperidin-1-yl)-[1,2,4]triazolo[4,3-a]quinoline-4-carbonitrile FC=1C=C2C(=C(C=3N(C2=CC1)C=NN3)C#N)N3CCC(CC3)C=3OC1=C(N3)C=C(C=C1)C